C(C)C1=NC=2N(C(=C1CCCCCCCC)N)N=CN2 5-ethyl-6-octyl-[1,2,4]triazolo[1,5-a]pyrimidine-7-amine